OC1(CCC1)CCN(CCCCCCCC(=O)N(CCCCCCCCCC)CCCCCCCCCC)CCCCCCCC(=O)N(CCCCCCCCCC)CCCCCCCCCC 8,8'-((2-(1-hydroxy-cyclobutyl)ethyl)-azanediyl)bis(N,N-didecyloctanamide)